(R)-2-((5-(2-(6-((1,3-dimethoxyprop-2-yl)amino)-2-methylhex-3-yl)-2,6-diazaspiro[3.4]oct-6-yl)-1,2,4-triazin-6-yl)oxy)-N-ethyl-5-fluoro-N-isopropylbenzamide fumarate C(\C=C\C(=O)O)(=O)O.COCC(COC)NCCC[C@H](C(C)C)N1CC2(C1)CN(CC2)C=2N=CN=NC2OC2=C(C(=O)N(C(C)C)CC)C=C(C=C2)F